3-[2-(3-tert-Butylphenylamino)-1-hydroxyethyl]-1,2,4-triazole-5(4H)-thione C(C)(C)(C)C=1C=C(C=CC1)NCC(O)C1=NNC(N1)=S